manganese sulfate compound with water O.S(=O)(=O)([O-])[O-].[Mn+2]